[Cl-].[Cl-].CC1=C(C(=C(C1(C)[Zr+2]C1C=CC2=CC=CC=C12)C)C)C (pentamethylcyclopentadienyl)(indenyl)zirconium dichloride